3,5,7-Trihydroxy-2-(3,4-dihydroxyphenyl)-4H-chromen-4-one OC1=C(OC2=CC(=CC(=C2C1=O)O)O)C1=CC(=C(C=C1)O)O